2-Isopropyl-2,4-dihydro-pyrazolo[4,3-d]pyrimidine-5,7-dione C(C)(C)N1N=C2C(NC(NC2=O)=O)=C1